5-bromo-N-(2,2-difluoroethyl)-3-fluoro-2-nitroaniline BrC=1C=C(C(=C(NCC(F)F)C1)[N+](=O)[O-])F